FC(C(=O)O)(F)F.CCC(CC)NC(=O)C1=CN=C(O1)C=1C=C(C=CC1)C1=CC(=NN1)C(=O)N[C@@H](C(=O)OC)C1=CC=CC=C1 (R)-Methyl 2-(5-(3-(5-(Pentan-3-Ylcarbamoyl)Oxazol-2-Yl)Phenyl)-1H-Pyrazole-3-Carboxamido)-2-Phenylacetate Trifluoroacetate